ClC1=NC=CC=C1S(=O)(=O)NC1=NC=C(N=C1OC)C 2-Chloro-N-(3-methoxy-5-methylpyrazin-2-yl)pyridine-3-sulfonamide